Palmitoleoylcarnitine C(CCCCCCC\C=C/CCCCCC)(=O)C(O)(C[N+](C)(C)C)CC([O-])=O